CC=1C=CC=C2C(=CN=NC12)NC1=NC(=NC=C1)NC1=CC=C(C=C1)N1CCNCC1 N4-(8-methylcinnolin-4-yl)-N2-(4-(piperazin-1-yl)phenyl)pyrimidine-2,4-diamine